S1N=CC=2C1=CN=CC2 isothiazolo[5,4-c]pyridine